C(C)OC1=C(C=C2CCN([C@H](C2=C1)CCC1=CNC2=CC=C(C=C12)OC(F)(F)F)C=O)OC (S)-7-ethoxy-6-methoxy-1-(2-(5-trifluoromethoxy-1H-indol-3-yl)ethyl)-3,4-dihydroisoquinoline-2(1H)-formaldehyde